4-(2-(5-chloropyridin-2-yl)-5-fluoro-2-methylbenzo[d][1,3]dioxol-4-yl)-2-(2-methoxyethyl)-1H-benzo[d]imidazole-6-carboxylic acid ClC=1C=CC(=NC1)C1(OC2=C(O1)C=CC(=C2C2=CC(=CC=1NC(=NC12)CCOC)C(=O)O)F)C